C1=CC=CC=2C3=CC=CC=C3C(C12)COC(=O)N[C@H]([C@@H](CC)C)C(=O)OC(C)(C)C (2R,3R,4R)-4-((((9H-fluoren-9-yl)methoxy)carbonyl)amino)-5-(tert-butoxy)-3-methyl-5-oxopentane